neopentyl glycol di(2-ethylhexanoate) C(C)C(C(=O)OCC(C)(COC(C(CCCC)CC)=O)C)CCCC